C(C)(C)(C)C1=CC=C(OCC(=O)NC=2C=C(C(=O)O)C=CC2)C=C1 3-[2-(4-tertbutyl-phenoxy)-acetylamino]-benzoic acid